NC1=NC2=CC=C(C=C2C=C1C)C(=O)N([C@H](C)C1=NC=CC=N1)CC1=NC=C(C=C1)C(F)F 2-amino-N-((5-(difluoromethyl)-2-pyridinyl)methyl)-3-methyl-N-((1R)-1-(2-pyrimidinyl)ethyl)-6-quinolinecarboxamide